C(C=C)(=O)N1CCN(CC1)CCCN1C(C(=CC2=C1N=C(N=C2)NC)C2=C(C(=CC(=C2Cl)OC)OC)Cl)=O 8-(3-(4-propenoylpiperazin-1-yl)propyl)-6-(2,6-dichloro-3,5-dimethoxyphenyl)-2-(methylamino)pyrido[2,3-d]pyrimidin-7(8H)-one